O1C(=NC=C1)CN1C(=NC2=C1C=C(C=C2)C(=O)OC)CN2CCN(CC2)C2=NC(=CC=C2)OCC=2C=NC=CC2 methyl 1-(oxazol-2-ylmethyl)-2-((4-(6-(pyridin-3-ylmethoxy) pyridin-2-yl) piperazin-1-yl) methyl)-1H-benzo[d]imidazole-6-carboxylate